N-((5-chloro-6-(6-(dimethylamino)pyridin-3-yl)-1H-indol-2-yl)methyl)acetamide ClC=1C=C2C=C(NC2=CC1C=1C=NC(=CC1)N(C)C)CNC(C)=O